6-[(2-ethylhexyl)oxy]-12H-dibenzo[d,g][1,3,2]dioxaphosphocin C(C)C(COP1OC2=C(CC3=C(O1)C=CC=C3)C=CC=C2)CCCC